[N+](=O)([O-])C(CCCNC(C(F)(F)F)=O)(CCCNC(C(F)(F)F)=O)CCCNC(C(F)(F)F)=O N,N'-(4-nitro-4-(3-(2,2,2-trifluoroacetamido)propyl)heptane-1,7-diyl)bis(2,2,2-trifluoroacetamide)